diethyl-carbamic acid ethyl ester C(C)OC(N(CC)CC)=O